6-[(3S,4S)-4-amino-3-methyl-2-oxa-8-azaspiro[4.5]decan-8-yl]-3-(2,3-dichlorophenyl)-2-methyl-3,4-dihydropyrimidin-4-one N[C@@H]1[C@@H](OCC12CCN(CC2)C2=CC(N(C(=N2)C)C2=C(C(=CC=C2)Cl)Cl)=O)C